benzotriazol-1-yloxytripyrrolidinylphosphine N1(N=NC2=C1C=CC=C2)OC2N(CCC2)P(N2CCCC2)N2CCCC2